ClC=1C=C2CCC[C@@]3(C2=CC1)COC1=C(N(C3)CC3CCC3)C=C(C=C1)[C@@H](C(=O)O)CC(=O)N(C)C (2S)-2-((3S)-6'-CHLORO-5-(CYCLOBUTYLMETHYL)-3',4,4',5-TETRAHYDRO-2'H-SPIRO[1,5-BENZOXAZEPINE-3,1'-NAPHTHALEN]-7-YL)-4-(DIMETHYLAMINO)-4-OXOBUTANOIC ACID